ClC1=C2CC3(CCN(CC3)C(=O)OC(C)(C)C)C(C2=CC=C1)=O tert-butyl 4-chloro-1-oxo-1,3-dihydrospiro[indene-2,4'-piperidine]-1'-carboxylate